Cl.NCCCCC(C1=NC(=NO1)C1=CC=C(C=C1)CCCCCCCCCC)CC(=O)N (5-amino-1-(3-(4-decylphenyl)-1,2,4-oxadiazol-5-yl)pentyl)acetamide hydrochloride